FCCC1=CC=C(OCCCN2CCCCC2)C=C1 1-(3-(4-(2-Fluoroethyl)phenoxy)propyl)piperidine